FC=1C=C(C(=O)OC)C=C(C1)C=1C=NN(C1CO)C methyl 3-fluoro-5-(5-(hydroxymethyl)-1-methyl-1H-pyrazol-4-yl)benzoate